BrC1=C(C=CC(=C1)O)C(C(=O)O)=CC1=CC(=CC(=C1)OC)OC 2-(2-bromo-4-hydroxyphenyl)-3-(3,5-dimethoxyphenyl)acrylic acid